ClC[C@]1([C@H]([C@]([C@@H](O1)N1C=NC=2C(N)=NC=NC12)(O)C#C)O)CO 4'-C-(Chloromethyl)-2'-C-ethynyladenosine